FC1=CC=C(C=C1)C=1C=C2C(=NC=NC2=C(C1)OCC(=O)OC(C)(C)C)N[C@H](C)C=1C=NC(=NC1)C(F)(F)F tert-butyl (R)-2-((6-(4-fluorophenyl)-4-((1-(2-(trifluoromethyl)pyrimidin-5-yl)ethyl)amino)quinazolin-8-yl)oxy)acetate